Cl.FC=1C=C(C=C(C1N1CCN(CC1)CC1CCNCC1)F)NC1C(NC(CC1)=O)=O 3-((3,5-difluoro-4-(4-(piperidin-4-ylmethyl)piperazin-1-yl)phenyl)amino)piperidine-2,6-dione hydrochloride